O1COC2=C1C=CC(=C2)C=2OC(=C(N2)CN2CCC1(CC2)CCC2=CC=CC=C21)C 2-(benzo[d][1,3]dioxol-5-yl)4-((2,3-dihydrospiro[indene-1,4'-piperidin]-1'-yl)methyl)-5-methyloxazole